4-(azetidin-3-yl)-2,6-diisopropylbenzaldehyde TFA salt OC(=O)C(F)(F)F.N1CC(C1)C1=CC(=C(C=O)C(=C1)C(C)C)C(C)C